2-(4-(difluoromethoxy)-3-(pyridin-2-yl)phenyl)-4-methylpyrimidine-5-carboxylic acid FC(OC1=C(C=C(C=C1)C1=NC=C(C(=N1)C)C(=O)O)C1=NC=CC=C1)F